1-(4-benzylpiperazin-1-yl)-3-(3,5-dimethyl-1-(3-methyl-[1,2,4]triazolo[4,3-b]pyridazin-6-yl)-1H-pyrazol-4-yl)propan-1-one C(C1=CC=CC=C1)N1CCN(CC1)C(CCC=1C(=NN(C1C)C=1C=CC=2N(N1)C(=NN2)C)C)=O